C(CCCCCCCCCCCCCCCCCCCCC)(=O)O.C(CCCCCCCCCCCCCCCCCCCCC)(=O)O.C(CCCCCCCCCCCCCCCCCCCCC)(=O)O.OC[C@H](O)[C@@H](O)[C@H](O)[C@H](O)CO sorbitol tri-behenate